[N+](=O)([O-])C1=CC=C(OP(=O)(OCCSC(C(C)(C)C)=O)N[C@@H](C)C(=O)OC)C=C1 Methyl ((4-nitrophenoxy) (2-(pivaloylthio) ethoxy)phosphoryl)-L-alaninate